(R)-4-benzyl-5,5-dimethyloxazolidin-2-one C(C1=CC=CC=C1)[C@H]1NC(OC1(C)C)=O